N1(CCCCC1)C12CC(C1)(C2)NC(OC2=CC=CC=C2)=O phenyl (3-(piperidin-1-yl)bicyclo[1.1.1]pentan-1-yl)carbamate